(1S,2R,5R)-2-allyl-8-benzyl-3,8-diazabicyclo[3.2.1]octane C(C=C)[C@@H]1[C@@H]2CC[C@H](CN1)N2CC2=CC=CC=C2